1,7-Bis-Boc-1,4,7-triazaheptane C(=O)(OC(C)(C)C)NCCNCCNC(=O)OC(C)(C)C